8-(Difluoromethoxy)-3-methylcinnoline-6-carboxylic acid methyl ester COC(=O)C=1C=C2C=C(N=NC2=C(C1)OC(F)F)C